(R)-N-(5-(5-ETHYL-1,2,4-OXADIAZOL-3-YL)-2,3-DIHYDRO-1H-INDEN-1-YL)-1-METHYL-1H-PYRAZOL-4-CARBOXAMID C(C)C1=NC(=NO1)C=1C=C2CC[C@H](C2=CC1)NC(=O)C=1C=NN(C1)C